C(C)OC(C(=C(C1=CC=CC=C1)C1=CC=CC=C1)C#N)=O cyano-β,β-diphenylacrylic acid-ethyl ester